NC1=C2N=C(N(C2=NC(=N1)F)CC=1C=CC(=C(COC=2C=C(C=CC2)CO)C1)F)Br (3-((5-((6-amino-8-bromo-2-fluoro-9H-purine-9-yl)methyl)-2-fluorobenzyl)oxy)phenyl)methanol